O[C@@H](CC(=O)[O-])C.[Na+].CN(C)CC1=C(C=C(C=C1F)C(C)=O)F 1-(4-((dimethylamino)methyl)-3,5-difluorophenyl)ethan-1-one sodium (R)-3-hydroxybutyrate